[Sn].[Pb] lead-tin salt